1H-difuro[3,4-b:3',4'-i]xanthene C1OC=C2C=C3OC4=CC=5C(C=C4C=C3C=C21)=COC5